CC1NCC2=CC=C(C(=C2C1)C)N 3,5-dimethyl-1,2,3,4-tetrahydroisoquinolin-6-amine